NC1=CC=C(C=C1)OC1=CC=C(C=C1)N BIs-(4-aminophenyl) ether